(2R,5R)-5-acetyl-1,3-oxathiolane C(C)(=O)[C@@H]1CSCO1